5-((6-amino-5-(4-phenoxyphenyl)pyrimidin-4-yl)oxy)pyridin NC1=C(C(=NC=N1)OC=1C=CC=NC1)C1=CC=C(C=C1)OC1=CC=CC=C1